2-(2,6-dioxopiperidin-3-yl)-4-fluoro-5-(1-(4-fluorobenzyl)-4-hydroxypiperidin-4-yl)isoindoline-1,3-dione hydrochloride Cl.O=C1NC(CCC1N1C(C2=CC=C(C(=C2C1=O)F)C1(CCN(CC1)CC1=CC=C(C=C1)F)O)=O)=O